(4-((3,4-Difluorobenzyl)(methyl)amino)piperidin-1-yl)(3,3-dimethyl-2,3-dihydro-1H-pyrrolo[3,2-b]pyridin-1-yl)methanone FC=1C=C(CN(C2CCN(CC2)C(=O)N2CC(C3=NC=CC=C32)(C)C)C)C=CC1F